(R)-6-Cyclopropyl-4-((1-(3-(difluoromethyl)-2-fluorophenyl)ethyl)amino)-7-oxo-6,7-dihydroPyrido[3,4-d]pyridazine-1-carboxaldehyde C1(CC1)N1C=C2C(=NN=C(C2=CC1=O)C=O)N[C@H](C)C1=C(C(=CC=C1)C(F)F)F